(2R,3R)-3-acetoxy-5,7,3'-trihydroxy-4'-methoxyflavanone C(C)(=O)O[C@@H]1[C@H](OC2=CC(=CC(=C2C1=O)O)O)C1=CC(=C(C=C1)OC)O